C1(CCCCC1)C1=CC=C(C=C1)C(NC(=O)C=1C(NC(=CC1)C(F)(F)F)=O)C1=CC=CC=C1 N-((4-cyclohexylphenyl)(phenyl)methyl)-2-oxo-6-(trifluoromethyl)-1,2-dihydropyridine-3-carboxamide